C(C=C)(=O)OC(C(=O)O)CCC acryloyloxypentanoic acid